O1C(OCCC1)CCN(S(=O)C(C)(C)C)CC=1C=NC=CC1 N-(2-(1,3-dioxan-2-yl)ethyl)-2-methyl-N-(pyridine-3-ylmethyl)propane-2-sulfinamide